Boc-indole-3-carboxylic acid methyl ester COC(=O)C1=C(NC2=CC=CC=C12)C(=O)OC(C)(C)C